calcium thiocitrate C(CC(O)(C(=O)[O-])CC(=O)[O-])(=S)[O-].[Ca+2].C(CC(O)(C(=O)[O-])CC(=O)[O-])(=S)[O-].[Ca+2].[Ca+2]